CNC1CCN(CC1)C=1C=NC2=CC=C(N=C2C1)C1=C(N=C2N1C=CC=C2)C2=NC(=CC=C2)C N-methyl-1-[6-[2-(6-methyl-2-pyridyl)imidazo[1,2-a]pyridin-3-yl]-1,5-naphthyridin-3-yl]piperidin-4-amine